C1(CC1)NC(OCOC1=C(C=C2C(=CC(=NC2=C1)CC1=CC=CC=C1)OC=1C(=C2C=C(NC2=CC1)C)F)OC)=O 1-((benzyl 4-(4-fluoro 2-methyl-1H-indol-5-yloxy)-6-methoxyquinolin-7-yloxy) methyl) cyclopropylcarbamate